(6-{[4-(pyrazole-1-yl)benzyl](pyridine-3-ylsulfonyl)aminomethyl} pyridine-2-ylamino)isopropyl acetate C(C)(=O)OC(C)(C)NC1=NC(=CC=C1)C(NS(=O)(=O)C=1C=NC=CC1)CC1=CC=C(C=C1)N1N=CC=C1